ClC1=C[C@@H](OC2=C(C=CC=C12)C1CCN(CC1)CC1=NC=2C(=NC(=CC2)C(=O)O)N1C[C@@H](O)CC)C1=C(C=C(C=C1)Cl)F 2-((4-((R)-4-chloro-2-(4-chloro-2-fluorophenyl)-2H-chromen-8-yl)piperidin-1-yl)methyl)-3-(((S)-oxabutan-2-yl)methyl)-3H-imidazo[4,5-b]pyridine-5-carboxylic acid